N-(1-phenyl-4-(phenylthio)pentyl)-4-methylbenzenesulfonamide C1(=CC=CC=C1)C(CCC(C)SC1=CC=CC=C1)NS(=O)(=O)C1=CC=C(C=C1)C